O[C@H]1CC(C[C@H](C1)C=1C2=C(N=C(N1)NC=1C(=NN(C1)COCC[Si](C)(C)C)C)NC(C21CC1)=O)(C)C ((1R,5R)-5-hydroxy-3,3-dimethylcyclohexyl)-2'-((3-methyl-1-((2-(trimethylsilyl)ethoxy)methyl)-1H-pyrazol-4-yl)amino)spiro[cyclopropane-1,5'-pyrrolo[2,3-d]pyrimidin]-6'(7'H)-one